FC1(C[C@H]2CCCN2C1)F (R)-2,2-difluorotetrahydro-1H-pyrrolizine